3-((3,5-difluoro-4-((1-methyl-1H-pyrazol-4-yl)oxy)benzyl)oxy)-7,8-dihydro-1H,6H,9H-7,8a-methanopyrrolo[1',2':3,4]imidazo[1,2-c]pyrimidin-1-one FC=1C=C(COC=2C=C3N(C(N2)=O)CC24N3CC(C2)C4)C=C(C1OC=1C=NN(C1)C)F